(2S,3S)-2-((((9H-fluoren-9-yl)methoxy)carbonyl)amino)-3-(2-methyl-1H-indol-3-yl)butanoic acid C1=CC=CC=2C3=CC=CC=C3C(C12)COC(=O)N[C@H](C(=O)O)[C@@H](C)C1=C(NC2=CC=CC=C12)C